2-methylcyclohexane-1-one CC1C(CCCC1)=O